ClC1=CC(=C(C=C1)COC1=NSC=C1C1=CC(=C(C=C1F)CC(=O)NC1=C(C=C(C(=O)OC)C=C1)NC[C@H]1OCC1)F)F methyl 4-[[2-[4-[3-[(4-chloro-2-fluoro-phenyl)methoxy]isothiazol-4-yl]-2,5-difluoro-phenyl]acetyl]amino]-3-[[(2S)-oxetan-2-yl]methylamino]benzoate